5-Chlorouridine triphosphate P(O)(=O)(OP(=O)(O)OP(=O)(O)O)OC[C@@H]1[C@H]([C@H]([C@@H](O1)N1C(=O)NC(=O)C(=C1)Cl)O)O